1,3,5-tri-(4-aminophenyl)-benzene NC1=CC=C(C=C1)C1=CC(=CC(=C1)C1=CC=C(C=C1)N)C1=CC=C(C=C1)N